[Cu+2].O=C([C@H](O)[C@@H](O)[C@H](O)[C@H](O)CO)[O-].O=C([C@H](O)[C@@H](O)[C@H](O)[C@H](O)CO)[O-] Gluconic acid copper salt